5-(2-chloropyrimidin-4-yl)-3-isopropyl-6,7-dihydro-4H-imidazo[4,5-c]pyridine ClC1=NC=CC(=N1)N1CC2=C(CC1)N=CN2C(C)C